dimethyl-1H-indol CC=1N(C2=CC=CC=C2C1)C